isopropyl-3-methyl-1H-indazol C(C)(C)N1N=C(C2=CC=CC=C12)C